NC1=NC(=CC(=N1)N1CCC2(C[C@H](NC2)C(=O)OCC)CC1)O[C@@H](C(F)(F)F)C1=C(C=C(C=C1)Cl)C=1C=NC=CC1 (S)-ethyl 8-(2-amino-6-((R)-1-(4-chloro-2-(pyridin-3-yl)phenyl)-2,2,2-trifluoroethoxy)pyrimidin-4-yl)-2,8-diazaspiro[4.5]decane-3-carboxylate